C1(=CC=CC=C1)C1=CC(=NC=C1)NC(=S)N (4-phenylpyridin-2-yl)thiourea